BrC1=NC=C(N=C1)N1CC(CC1)F 2-bromo-5-(3-fluoropyrrolidin-1-yl)pyrazine